C(C)(C)(C)C1=NN(C2=NC=C(C=C21)C)C2=CC=CC=C2 3-tertiary butyl-5-methyl-1-phenyl-1H-pyrazolo[3,4-b]pyridine